BrC1=CC(=C2C(=N1)C=NN2CC)N2CCCC2 5-bromo-1-ethyl-7-(pyrrolidin-1-yl)-1H-pyrazolo[4,3-b]pyridine